C(N)(=O)C1=[N+](C=CC(=C1)NC(=O)[C@H]1O[C@]([C@H]([C@H]1C1=C(C(=C(C=C1)F)F)OC)C)(C(F)(F)F)C)[O-] 2-carbamoyl-4-((2S,3S,4S,5R)-3-(3,4-difluoro-2-methoxyphenyl)-4,5-dimethyl-5-(trifluoromethyl)tetrahydrofuran-2-carboxamido)pyridine 1-oxide